2-Hydroxy-4-methylpentanoyl-CoA OC(C(=O)SCCNC(CCNC([C@@H](C(COP(OP(OC[C@@H]1[C@H]([C@H]([C@@H](O1)N1C=NC=2C(N)=NC=NC12)O)OP(=O)(O)O)(=O)O)(=O)O)(C)C)O)=O)=O)CC(C)C